(2S,3S,4R,5R)-3,4-dihydroxyl-5-(2-(5-methoxypyridin-3-yl)-6-((pyridin-2-ylmethyl)amino)-9H-purin-9-yl)-N'-methyltetrahydrofuran-2-carbohydrazide O[C@@H]1[C@H](O[C@H]([C@@H]1O)N1C2=NC(=NC(=C2N=C1)NCC1=NC=CC=C1)C=1C=NC=C(C1)OC)C(=O)NNC